ClC1=C(C(=C(C=C1C)F)C1OCCO1)B1OC(C(O1)(C)C)(C)C 2-[2-Chloro-6-(1,3-dioxolan-2-yl)-5-fluoro-3-methylphenyl]-4,4,5,5-tetramethyl-1,3,2-dioxaborolane